benzyl (3aR,4S,5S,6aR)-5-azido-4-(3-(4,4,5,5-tetramethyl-1,3,2-dioxaborolan-2-yl)propyl)octahydrocyclopenta[c]pyrrole-5-carboxylate hydrochloride Cl.N(=[N+]=[N-])[C@@]1([C@H]([C@H]2[C@H](CNC2)C1)CCCB1OC(C(O1)(C)C)(C)C)C(=O)OCC1=CC=CC=C1